(6Ar,10aR)-3-(6-iodo-2-methylhexan-2-yl)-6,6,9-trimethyl-6a,7,10,10a-tetrahydrobenzo[c]chromen-1-ol ICCCCC(C)(C)C=1C=C(C=2[C@H]3[C@H](C(OC2C1)(C)C)CC=C(C3)C)O